COC=1C=C(\C=C/2\ON(OS2)CCCCCCC(=O)O)C=CC1 (Z)-7-(5-(3-methoxybenzylidene)-2,4-dioxathiazolidin-3-yl)heptanoic acid